N1(CCCCC1)C=1C=CC=C2C=CC(=NC12)C=O 8-(piperidin-1-yl)quinoline-2-carbaldehyde